C([C@@H](O)CC(=O)O)(=O)O l-(+)-malic acid